5-bromo-2-chloro-7-((2-(trimethylsilyl)ethoxy)methyl)-7H-pyrrolo[2,3-d]pyrimidine-4-carbonitrile BrC1=CN(C=2N=C(N=C(C21)C#N)Cl)COCC[Si](C)(C)C